C(#N)C1=CC(=C(COC2=CC=CC(=N2)N2CCN(CC2)CC2=NC3=C(N2CC2=CN=NN2CC)C=CC=C3)C=C1)F 2-[(4-{6-[(4-Cyano-2-fluorobenzyl)oxy]pyridin-2-yl}piperazin-1-yl)methyl]-1-[(1-ethyl-1H-1,2,3-triazol-5-yl)methyl]-1H-benzimidazol